C1(CCCC1)N1N=C(C=C1C1=C(C=CC=C1)C(F)(F)F)C(=O)N[C@H](CC(=O)N(C=1SC=CN1)C)CCN1N=C(C=C1C)C (3S)-3-({1-cyclopentyl-5-[2-(trifluoromethyl)phenyl]-1H-pyrazol-3-yl}formamido)-5-(3,5-dimethyl-1H-pyrazol-1-yl)-N-methyl-N-(1,3-thiazol-2-yl)pentanamide